C(C1=CC=CC=C1)N1N=C(C2=CC=CC=C12)C(=O)O 1-benzyl-1H-indazole-3-carboxylic acid